5-tert-butyl-N-[4-methyl-3-[(3-methyl-4-oxo-quinazolin-6-yl)amino]phenyl]furan-2-carboxamide C(C)(C)(C)C1=CC=C(O1)C(=O)NC1=CC(=C(C=C1)C)NC=1C=C2C(N(C=NC2=CC1)C)=O